4-((4-methylpiperazin-1-yl)methyl)phenylboronic acid CN1CCN(CC1)CC1=CC=C(C=C1)B(O)O